(3E)-hex-3-ene-1,6-diol C(C\C=C\CCO)O